O[C@@H](CN(S(=O)(=O)C1=CC=C(C=C1)C)CC(=O)C=1N=CN(C1)C)C N-[(2R)-2-hydroxypropyl]-4-methyl-N-[2-(1-methylimidazol-4-yl)-2-oxo-ethyl]benzenesulfonamide